tert-butyl (5R)-5-[(3-chloropropane-1-sulfonyl) amino]-3,3-difluoropiperidine-1-carboxylate ClCCCS(=O)(=O)N[C@@H]1CC(CN(C1)C(=O)OC(C)(C)C)(F)F